tert-butyl N-methyl-N-(methylsulfanyl-carbonimidoyl)carbamate CN(C(OC(C)(C)C)=O)C(=N)SC